5-(2,3-dihydrobenzofuran-5-yl)-N-(4-methoxy-1H-benzo[d]imidazol-2-yl)-1,3,4-oxadiazol-2-amine O1CCC2=C1C=CC(=C2)C2=NN=C(O2)NC2=NC1=C(N2)C=CC=C1OC